4-((5-(3-methyl-3-(methylamino)-2-oxoindolin-1-yl)pyridin-3-yl)methyl)phthalazin-1(2H)-one CC1(C(N(C2=CC=CC=C12)C=1C=C(C=NC1)CC1=NNC(C2=CC=CC=C12)=O)=O)NC